CN1N=CC(=C1C)C1=CC(=NC(=C1C#N)S)C(F)(F)F 4-(1,5-Dimethyl-1H-pyrazol-4-yl)-2-mercapto-6-(trifluoromethyl)nicotinonitrile